ClC1=C(C=C(C=C1)N1CCC(CC1)C1=CC(=C(N)C=C1F)OC)C1CC1 4-(1-(4-Chloro-3-cyclopropylphenyl)piperidin-4-yl)-5-fluoro-2-methoxyaniline